COC(=O)C=1N=NC(=CC1Cl)C1=C(C=CC=C1F)Cl 4-chloro-6-(2-chloro-6-fluorophenyl)pyridazine-3-carboxylic acid methyl ester